NC([C@H](C[C@H]1C(NCC1)=O)NC(=O)[C@@H]1[C@H]2C([C@H]2CN1C([C@H](C(C)(C)C)NC(C(F)(F)F)=O)=O)(C)C)=O (1R,2S,5S)-N-((S)-1-amino-1-oxo-3-((S)-2-oxopyrrolidin-3-yl)propan-2-yl)-3-((S)-3,3-dimethyl-2-(2,2,2-trifluoroacetamido)butanoyl)-6,6-dimethyl-3-azabicyclo[3.1.0]hexane-2-carboxamide